N[C@@H]1C2=C(SC=C2CC12CCN(CC2)C=2NC(C1=C(N2)NN=C1C=1C=C(C=CC1)C)=O)Br (S)-6-(6-amino-1-bromo-4H,6H-spiro[cyclopenta[c]thiophene-5,4'-piperidin]-1'-yl)-3-(m-tolyl)-1,5-dihydro-4H-pyrazolo[3,4-d]pyrimidin-4-one